5-(4-bromo-2,6-dichloro-phenoxy)-N-[3-[tert-butyl-(dimethyl)silyl]Oxycyclobutyl]-2-methoxy-benzenesulfonamide BrC1=CC(=C(OC=2C=CC(=C(C2)S(=O)(=O)NC2CC(C2)O[Si](C)(C)C(C)(C)C)OC)C(=C1)Cl)Cl